FC1=CC=C(OC[C@@H]2[C@H](CCC2)NC(=O)C2=NC=CC=C2C2=NC=CC=N2)C=C1 N-[(1S,2S)-2-[(4-fluorophenoxy)methyl]cyclopentyl]-3-pyrimidin-2-yl-pyridine-2-carboxamide